Dibenzyl (3-((tetrahydro-2H-pyran-2-yl) oxy) propyl) phosphate P(=O)(OCC1=CC=CC=C1)(OCC1=CC=CC=C1)OCCCOC1OCCCC1